3-(4-cyanophenyl)-5-methylene-2-oxotetrahydro-2H-pyran-3-carboxylic acid methyl ester COC(=O)C1(C(OCC(C1)=C)=O)C1=CC=C(C=C1)C#N